COC1=C(C=CC(=C1)COCCCC)O 2-methoxy-4-(butoxymethyl)phenol